COC=1C=C(C=C(C1)OC)C#CN1N=CC(=C1)C(=O)N ((3,5-dimethoxyphenyl)ethynyl)-1H-pyrazole-4-carboxamide